(2S,5S)-9-((RS)-2-aminopropoxy)-5-(((tert-butyldiphenylsilyl)oxy)methyl)-2-isopropyl-1-methyl-1,4,5,6-tetrahydrobenzo[e][1,4]diazocin N[C@H](COC=1C=CC2=C(N(C(=CN[C@@H](C2)CO[Si](C2=CC=CC=C2)(C2=CC=CC=C2)C(C)(C)C)C(C)C)C)C1)C